C(C=C)(=O)N1C[C@@H](N(CC1)C1=NC(N2C3=C(C(=C(C=C13)Cl)C1=CC=C(C=C1)F)SC[C@H]2CC2CCN(CC2)CC(F)F)=O)C (R)-7-((S)-4-acryloyl-2-methylpiperazin-1-yl)-9-chloro-3-((1-(2,2-difluoroethyl)piperidin-4-yl)methyl)-10-(4-fluorophenyl)-2H-[1,4]-thiazino[2,3,4-ij]-quinazolin-5(3H)-one